C(C)(C)(CC)[C@H]1CC[C@H](CC1)NC(C1=CC(=CC(=C1)[N+](=O)[O-])[N+](=O)[O-])=O N-(cis-4-t-pentylcyclohexyl)-3,5-dinitrobenzamide